C(C)N1C=C(C(C2=CC=C(N=C12)C)=O)C(=O)O 1-ethyl-7-methyl-4-oxo-1,4-dihydro-1,8-naphthyridine-3-carboxylic acid